N-((7-(1-Benzylpiperidin-3-yl)-2-methylpyrazolo[1,5-a]pyrimidin-3-yl)methyl)-2-phenylethanamine C(C1=CC=CC=C1)N1CC(CCC1)C1=CC=NC=2N1N=C(C2CNCCC2=CC=CC=C2)C